CC1=NOC(=C1C1=CC2=C(N(C(=N2)[C@@H]2CCCC(N2C=2C=CC(N(C2)C)=O)=O)[C@H]2CC3=C(N=C(S3)C)CC2)C=C1)C (S)-6-(5-(3,5-Dimethylisoxazol-4-yl)-1-((R)-2-methyl-4,5,6,7-tetrahydrobenzo[d]thiazol-6-yl)-1H-benzo[d]imidazol-2-yl)-1-(1-methylpyridin-2(1H)-one-5-yl)-piperidin-2-one